2-(3,3-difluoropyrrolidin-1-yl)-N-(4-iodo-2-(6-azaspiro[2.5]octan-6-yl)benzoyl)-6-methylpyrimidine-4-carbohydrazide FC1(CN(CC1)C1=NC(=CC(=N1)C(=O)N(N)C(C1=C(C=C(C=C1)I)N1CCC2(CC2)CC1)=O)C)F